7-cyclopropyl-N-[6-(difluoromethoxy)-5-fluoro-2-methoxy-3-pyridyl]imidazo[1,2-a]pyridine-3-sulfonamide C1(CC1)C1=CC=2N(C=C1)C(=CN2)S(=O)(=O)NC=2C(=NC(=C(C2)F)OC(F)F)OC